C(C=C)[C@H]1[C@](CN(C1)S(NC[C@@H](C(=O)OC)NC(=O)OC(C)(C)C)(=O)=O)(C(=O)O[C@H](C)C1=CC=CC=C1)N=[N+]=[N-] |&1:3,4,11| (R)-1-phenylethyl (rac)-trans-4-allyl-3-azido-1-(N-((S)-2-((tert-butoxycarbonyl)amino)-3-methoxy-3-oxopropyl)sulfamoyl)pyrrolidine-3-carboxylate